2-(2-(2-methoxyethoxy)ethoxy)ethyl ethenesulfonate C(=C)S(=O)(=O)OCCOCCOCCOC